ClC=1N=C(C=2N(C1)C(=CN2)C(=O)O)NC 6-chloro-8-(methylamino)imidazo[1,2-a]pyrazine-3-carboxylic acid